C1(=CC=CC=C1)C1(C2=CC=CC=C2C=2C(=CC=CC12)N(C=1C=C(C=C(C1)N(C1=CC=CC=C1)C1=CC=CC=C1)C1=CC=CC=C1)C1=CC=CC=C1)C1=CC=CC=C1 N3-(9,9-diphenyl-9H-fluoren-4-yl)-N3,N5,N5-triphenyl-[1,1'-biphenyl]-3,5-diamine